(E)-2-(2-formyl-3-hydroxyphenoxy)-N-(1-(2-hydroxy-2-methylpropyl)-1,3-dihydro-2H-benzo[d]imidazol-2-ylidene)isonicotinamide C(=O)C1=C(OC=2C=C(C(=O)/N=C/3\NC4=C(N3CC(C)(C)O)C=CC=C4)C=CN2)C=CC=C1O